C(=O)=[RuH]Cl carbonylchlorohydridoruthenium